CC1CCCCC1=O O-methylcyclohexanone